CC1=CC=C(C=C1)S(=O)(=O)OCC1C[C@@H]([C@H](C1)F)O[Si](C1=CC=CC=C1)(C1=CC=CC=C1)C(C)(C)C |r| ((3S,4S) and (3R,4R)-3-((tert-butyldiphenylsilyl)oxy)-4-fluorocyclopentyl)methyl 4-methylbenzenesulfonate